N-2-pyridinyl-beta-alanine ethyl ester hydrochloride Cl.C(C)OC(CCNC1=NC=CC=C1)=O